4-aminophenylpinacol borate B(O)(O)O.NC1=CC=C(C=C1)CC(O)(C)C(C)(C)O